tert-butyl (2R,4R)-2-(methoxymethyl)-4-(5-(3-(trifluoromethyl)phenyl) oxazole-2-carboxamido)pyrrolidine-1-carboxylate COC[C@@H]1N(C[C@@H](C1)NC(=O)C=1OC(=CN1)C1=CC(=CC=C1)C(F)(F)F)C(=O)OC(C)(C)C